C(C)(C)N1C(=NC2=NC=C(C=C21)C=2C=CN1N=C(N=CC12)NC1CCC(CC1)O)C 4-((5-(1-isopropyl-2-methyl-1H-imidazo[4,5-b]pyridin-6-yl)pyrrolo[2,1-f][1,2,4]triazin-2-yl)amino)cyclohexane-1-ol